(1-(methylsulfonyl)cyclopropyl)methylamine hydrochloride Cl.CS(=O)(=O)C1(CC1)CN